NC(CCCN1CCN(CC1)C(=O)OC(C)(C)C)C tert-butyl 4-(4-aminopentyl)piperazine-1-carboxylate